N-(5-(((1r,4r)-4-((tert-butyldimethylsilyl)oxy)cyclohexyl)methoxy)-1,3,4-thiadiazol-2-yl)-2'-chloro-6-(cyclopropoxymethyl)-5'-methoxy-(4,4'-bipyridine)-3-carboxamide [Si](C)(C)(C(C)(C)C)OC1CCC(CC1)COC1=NN=C(S1)NC(=O)C=1C=NC(=CC1C1=CC(=NC=C1OC)Cl)COC1CC1